trifluoro-4-(prop-1-en-2-yl)benzene FC=1C(=C(C=CC1C(=C)C)F)F